CC(OC(NCCCNC(CCOCC(COCCC(NCCCNC(OC(C)(C)C)=O)=O)(NC(CCCCCCCCCCC(=O)OCC1=CC=CC=C1)=O)COCCC(NCCCNC(OC(C)(C)C)=O)=O)=O)=O)(C)C benzyl 15,15-bis(13,13-dimethyl-5,11-dioxo-2,12-dioxa-6,10-diazatetradecyl)-2,2-dimethyl-4,10,17-trioxo-3,13-dioxa-5,9,16-triazaoctacosan-28-oate